(S)-3-((S)-sec-butyl)-4-(2H-tetrazol-5-yl)-1,3,4,5-tetrahydro-2H-benzo[e][1,4]diazepine-2-one [C@H](C)(CC)[C@@H]1N(CC2=C(NC1=O)C=CC=C2)C=2N=NNN2